[Cl-].FC(C=1C=C(C=C(C1)C(F)(F)F)NC(NC[C@@H]1CCC2=N[N+](=CN21)C2=C(C=C(C=C2C)C)C)=S)(F)F (S)-5-((3-(3,5-bis(trifluoromethyl)phenyl)thioureido)methyl)-2-mesityl-6,7-dihydro-5H-pyrrolo[2,1-c][1,2,4]triazol-2-ium chloride